CN1CCC(CC1)CN 1-(1-methylpiperidin-4-yl)-methanamine